NC=1N=NC(=CC1C#CC1CC2(CC(C2)=O)C1)C1=C(C=CC=C1)O 6-((3-amino-6-(2-hydroxyphenyl)pyridazin-4-yl)ethynyl)spiro[3.3]heptane-2-one